CC(CC1=CC=C(C=C1)C(C)=O)C 1-[4-(2-methylpropyl)phenyl]ethanone